CC1=NC(=NC(=C1)C)N1C2CN(CC1CC2)C(=O)C2=C(C=CC=C2N2N=CC=N2)F (8-(4,6-dimethylpyrimidin-2-yl)-3,8-diazabicyclo[3.2.1]oct-3-yl)(2-fluoro-6-(2H-1,2,3-triazol-2-yl)phenyl)methanone